methyl 2,4-dicyclopropylpyridine-3-carboxylate C1(CC1)C1=NC=CC(=C1C(=O)OC)C1CC1